C(CC)S(=O)(=O)[O-].C1(CCCCC1)N.[Na+] sodium cyclohexylamine propanesulfonate